C(=O)(O)CCOCCOCCN(C(C(=O)O)CC(=O)O)C(=O)OCC1=CC=C(C=C1)OC(C1=CC=C(C=C1)NC(=N)N)=O 2-((2-(2-(2-carboxyethoxy)ethoxy)ethyl)(((4-((4-guanidinobenzoyl)oxy)benzyl)oxy)carbonyl)amino)succinic acid